5-(4-(4-(1H-indol-7-yl)piperazin-1-yl)butoxy)-1,1a,3,7b-tetrahydro-2H-cyclopropa[c]quinolin-2-one N1C=CC2=CC=CC(=C12)N1CCN(CC1)CCCCOC=1C=CC=2C3C(C(NC2C1)=O)C3